1-(4-(4-AMINO-7-CYCLOPROPYL-7H-PYRROLO[2,3-D]PYRIMIDIN-5-YL)-2-FLUOROPHENYL)-3-(4-((4-ETHYLPIPERAZIN-1-YL)METHYL)PHENYL)UREA NC=1C2=C(N=CN1)N(C=C2C2=CC(=C(C=C2)NC(=O)NC2=CC=C(C=C2)CN2CCN(CC2)CC)F)C2CC2